4-benzyloxazolin-2-one-5,5-d2 C(C1=CC=CC=C1)C1=NC(OC1([2H])[2H])=O